F[Sb-](F)(F)(F)(F)F.C1(=CC=CC=C1)[S+](C1=CC=C(C=C1)SC1=CC=CC=C1)C1=CC=CC=C1 diphenyl-[4-(phenylsulfanyl)phenyl]sulfonium hexafluoroantimonate